1-[(1R)-1-(3,5-difluorophenyl)-2-methoxyethyl]-2-(ethoxymethyl)-6-hydroxy-5-{[4-(2-methylpyridin-3-yl)phenyl]methyl}-1,4-dihydropyrimidin-4-one FC=1C=C(C=C(C1)F)[C@H](COC)N1C(=NC(C(=C1O)CC1=CC=C(C=C1)C=1C(=NC=CC1)C)=O)COCC